NC1=NC(=C(C=2N1C(N(N2)C[C@@H]2NC[C@@H](C2)F)=O)C2=CC(=NC(=C2)C)C)C2=CC=CC=C2 5-amino-8-(2,6-dimethyl-4-pyridinyl)-2-[[(2r,4r)-4-fluoropyrrolidin-2-yl]methyl]-7-phenyl-[1,2,4]triazolo[4,3-c]pyrimidin-3-one